ClC1=CC=C(C=C1)N1N=NC(=C1)COC1=C(C=C(C=C1)/C=C/CC1=C(C=C(C=C1OC)OC)O)OC (E)-3-[4-[[1-(4-Chlorophenyl)triazol-4-yl]methoxy]-3-methoxyphenyl]-1-(2-hydroxy-4,6-dimethoxyphenyl)prop-2-en